ClC=1C=CC(=C(C(=O)NC=2C(=NC(=NC2)OC)C)C1)NC1=C(C=C(C=C1)F)C 5-chloro-2-((4-fluoro-2-methylphenyl)amino)-N-(2-methoxy-4-methylpyrimidin-5-yl)benzamide